NC=1N=C(SC1C(=O)C1=CC(=NO1)C=1C=NC(=CC1)OC)N(C1=CC=C(C=C1)F)C(C(=O)N)C (N-[4-amino-5-[3-(6-methoxy-3-pyridyl)isoxazole-5-carbonyl]thiazol-2-yl]-4-fluoro-anilino)propanamide